3-(2-Benzofuranyl)-1-Phenylhept-6-en-1-yn-3-ol O1C(=CC2=C1C=CC=C2)C(C#CC2=CC=CC=C2)(CCC=C)O